1-[1-(1,5-dimethyl-1H-pyrazole-4-carbonyl)-1,2,3,4-tetrahydroquinolin-6-yl]-N-(4-fluorophenyl)cyclobutane-1-carboxamide CN1N=CC(=C1C)C(=O)N1CCCC2=CC(=CC=C12)C1(CCC1)C(=O)NC1=CC=C(C=C1)F